C(C)OP(=O)(OCC)ON1N=NC2=C(C1=O)C=CC=C2 3-(diethoxyphosphoryl-oxy)-1,2,3-benzotriazin-4-one